Cl.SC(CCCCCCCCCC)N mercapto-undecanamine hydrochloride